(3-(methylamino)phenyl)benzamide CNC=1C=C(C=CC1)C1=C(C(=O)N)C=CC=C1